4-chloro-N-[1-(1-methylpyrazol-4-yl)sulfonylpiperidin-4-yl]-5-(trifluoro-methyl)pyrimidin-2-amine ClC1=NC(=NC=C1C(F)(F)F)NC1CCN(CC1)S(=O)(=O)C=1C=NN(C1)C